C(CCCCCCCCCCCCCCCCCCCCC)(=O)OCC(COC(CCCCCCCCCCCCCCCCCCCCC)=O)(CO)CO pentaerythritol dibehenate